CC(C(CS(=O)(=O)Cl)=O)(C)C 3,3-dimethyl-2-oxo-butanesulfonyl chloride